2-[6-bromo-4-(difluoromethyl)-7-methyl-indazol-2-yl]Ethyl acetate C(C)(=O)OCCN1N=C2C(=C(C=C(C2=C1)C(F)F)Br)C